NCC1=NNC(C2=CC=C(C=C12)C=1C=NC=C(C1)OC)=O 4-(aminomethyl)-6-(5-methoxypyridin-3-yl)phthalazin-1(2H)-one